1-tert-butyl 3-methyl 3-methylpyrrolidine-1,3-dicarboxylate CC1(CN(CC1)C(=O)OC(C)(C)C)C(=O)OC